1,1,1,3,3,3-hexafluoropropan-2-yl 1-((2-(tert-butyloxycarbonyl)-1,2,3,4-tetrahydroisoquinolin-8-yl) methyl)-1,8-diazaspiro[4.5]decane-8-carboxylate C(C)(C)(C)OC(=O)N1CC2=C(C=CC=C2CC1)CN1CCCC12CCN(CC2)C(=O)OC(C(F)(F)F)C(F)(F)F